COC([O-])=O.CN1C(=[NH+]C=C1)C 1,2-dimethylimidazolium methylcarbonate